(2E,6Z)-Nona-2,6-diennitril C(\C=C\CC\C=C/CC)#N